C1(CCCCC1)NC1=C(C=C(C=C1)NC1=C(C=CC=C1)C)C N-cyclohexyl-N'-2-methylphenyl-2-methyl-1,4-phenylenediamine